S(=O)(=O)(ON1[C@@H]2CC[C@H](N(C1=O)C2)C(NC(=O)C=2SC=CN2)=N)[O-].[Na+] sodium (2S,5R)-7-oxo-2-(N-(thiazole-2-carbonyl) carbamimidoyl)-1,6-diazabicyclo[3.2.1]octan-6-yl sulfate